ClC=1C=C(C=CC1)N[C@@H](CC(C)C)C(=O)N1[C@H]2CC([C@@H]([C@H]1C(=O)N[C@H](C[C@H]1C(NCC1)=O)C#N)CC2)(F)F (1R,3S,4R)-2-((3-chlorophenyl)-L-leucyl)-N-((R)-1-cyano-2-((S)-2-oxopyrrolidin-3-yl)ethyl)-5,5-difluoro-2-azabicyclo[2.2.2]octane-3-carboxamide